C[Si](ON(CC)CC)(ON(CC)CC)ON(CC)CC methyltri(N,N-diethylaminooxy)silane